tert-butyl 4-[3-(3,3-difluorocyclobutyl)-1,2,4-oxadiazol-5-yl]-4-[methyl(methylsulfonyl)amino]piperidine-1-carboxylate FC1(CC(C1)C1=NOC(=N1)C1(CCN(CC1)C(=O)OC(C)(C)C)N(S(=O)(=O)C)C)F